tertiary butyl-dimethylsilane nicotinate hydrochloride Cl.C(C1=CN=CC=C1)(=O)O.C(C)(C)(C)[SiH](C)C